6-(2,3-difluorophenyl)-1-[(5-fluoro-3-pyridyl)methyl]-3H-imidazo[4,5-b]pyridin-2-one FC1=C(C=CC=C1F)C=1C=C2C(=NC1)NC(N2CC=2C=NC=C(C2)F)=O